NC1CCC(CC1)CC1CCC(CC1)N 4-[(4-aminocyclohexyl)methyl]cyclohexanamine